C(C)(C)C1=CC(=CNC1=O)CC1=C(C=C(C=C1C)N1N=C(C(NC1=O)=O)NC(OC(C)(C)C)=O)C tert-butyl (2-(4-((5-isopropyl-6-oxo-1,6-dihydropyridin-3-yl)methyl)-3,5-dimethylphenyl)-3,5-dioxo-2,3,4,5-tetrahydro-1,2,4-triazin-6-yl)carbamate